OCCC1=NC(=CC=C1C(=O)O)OC 2-hydroxyethyl-6-methoxy-3-carboxypyridine